(2R,3S)-1,2,3,5-tetramethyl-4-[2-methyl-4-(1-methylpyrazol-4-yl)phenyl]sulfonyl-2,3-dihydroquinoxaline CN1[C@@H]([C@@H](N(C2=C(C=CC=C12)C)S(=O)(=O)C1=C(C=C(C=C1)C=1C=NN(C1)C)C)C)C